NC1=NC=CC(=N1)OC1=C(C(=C(C=C1)N1C(N(CC1=O)C1=CC(=CC=C1)C(F)(F)F)=O)C)CC 3-{4-[(2-amino-4-pyrimidinyl)oxy]-3-ethyl-2-methylphenyl}-1-[3-(trifluoromethyl)phenyl]-2,4-imidazolidinedione